N-(2-(3-cyano-6-cyclobutylpyridin-2-yl)-5-(2,6-difluoro-4-methoxyphenyl)-1-methyl-3-oxo-2,3-dihydro-1H-pyrazol-4-yl)-4-(difluoromethoxy)benzamide C(#N)C=1C(=NC(=CC1)C1CCC1)N1N(C(=C(C1=O)NC(C1=CC=C(C=C1)OC(F)F)=O)C1=C(C=C(C=C1F)OC)F)C